COC([C@@H](NC(COC1=C(C=C(C(=C1)N1C(N(C(N(C1=O)C)=S)C)=O)F)Cl)=O)C)=O (2-(2-chloro-5-(3,5-dimethyl-2,6-dioxo-4-thioxo-1,3,5-triazin-1-yl)-4-fluorophenoxy)acetyl)alanine methyl ester